CC1=C(C=CC=C1C(F)(F)F)[C@@H](C)NC(=O)C1=CN(C(C=C1SC1CCNCC1)=O)C1CCOCC1 (R)-N-(1-(2-methyl-3-(trifluoromethyl)phenyl)ethyl)-6-oxo-4-(piperidin-4-ylsulfanyl)-1-(tetrahydro-2H-pyran-4-yl)-1,6-dihydropyridine-3-carboxamide